7-[[4-[[(1S)-2-hydroxy-1-phenyl-ethyl]amino]-5-(1H-1,2,4-triazol-5-yl)pyrimidin-2-yl]amino]-2-methyl-1,4-dihydroisoquinolin-3-one OC[C@H](C1=CC=CC=C1)NC1=NC(=NC=C1C1=NC=NN1)NC1=CC=C2CC(N(CC2=C1)C)=O